N[C@H](CO)C=1C=NC(=NC1)C1=C(C=C(C=C1)Cl)OC=1N(N=C(C1)C1=NC=CC=C1)C (2S)-2-amino-2-[2-[4-chloro-2-(2-methyl-5-pyridin-2-ylpyrazol-3-yl)oxyphenyl]pyrimidin-5-yl]ethanol